C12=CC(=CC=C1)OC=COC(C1=CC=C(C(=O)O2)C=C1)=O terephthalic acid 1,3-phenylenoxyvinyl ester